ClC=1C=C2C(N(C(=NC2=CC1)NC1=CC=C(C=C1)CN1CC(C1)F)C1=CC=CC=C1)=O 6-chloro-2-{4-[(3-fluoroazetidin-1-yl)methyl]anilino}-3-phenylquinazolin-4(3H)-one